C(C)OC1CN(C[C@H](OCC1)CO)C(=O)OC(C)(C)C tert-butyl (2S,7S*)-6-ethoxy-2-(hydroxymethyl)-1,4-oxazocane-4-carboxylate